2-(azepan-1-yl)-4-((4-(4-(2-fluoroethyl)piperazin-1-yl)phenyl)amino)pyrimido[4,5-d]pyridazin-5(6H)-one N1(CCCCCC1)C=1N=C(C2=C(C=NNC2=O)N1)NC1=CC=C(C=C1)N1CCN(CC1)CCF